C(C)(=O)OC(CC1=C(C=C(C(=C1)OC)OC)C1=C2CC(OCC2=C(C(=C1OC)OC)OC)C)C 1-[2-(6,7,8-trimethoxy-3-methylisochroman-5-yl)-4,5-dimethoxyphenyl]-propan-2-yl acetate